(S)-5-(4-chloro-1-oxo-3-(1-((5-oxo-5,8-dihydropyrido[2,3-d]pyrimidin-4-yl)amino)ethyl)-2-phenyl-1,2-dihydroisoquinolin-8-yl)-2-methoxynicotinonitrile ClC1=C(N(C(C2=C(C=CC=C12)C=1C=NC(=C(C#N)C1)OC)=O)C1=CC=CC=C1)[C@H](C)NC=1C2=C(N=CN1)NC=CC2=O